FCCCCN1C=2C(C(=C(C1=O)C(=O)NC13CC4(CC(CC(C1)C4)C3)O)O)=NN(C2)C 4,5-dihydro-4-(4-fluoro-1-butyl)-7-hydroxy-N-(1-hydroxyadamantan-3-yl)-2-methyl-5-oxo-2H-pyrazolo[4,3-b]pyridin-6-carboxamide